C(C)C1=C(C(=O)NCCCC[C@@H](C=2NC(=CN2)C2=CC3=CC=CC=C3C=C2)NC(=O)C2=CN=CS2)C=CC=C1 (S)-N-(5-(2-ethylbenzamido)-1-(5-(naphthalen-2-yl)-1H-imidazol-2-yl)pentyl)thiazole-5-carboxamide